C(C)N1C(N=C(C=C1)NC1=CC(=NC=2C=CNC(C12)=O)C1=C(C=C(C(=C1)OC)C(=O)N1CCCCC1)F)=O 4-[(1-ethyl-2-oxo-pyrimidin-4-yl)amino]-2-[2-fluoro-5-methoxy-4-(piperidine-1-carbonyl)phenyl]-6H-1,6-naphthyridin-5-one